ClC1=C(C=C(C(=O)N2CCC3(CC2)CCC(CC3)CN3CCN(CC3)C(=O)[O-])C=C1)N1C(NC(CC1)=O)=O 4-((3-(4-Chloro-3-(2,4-dioxotetrahydropyrimidin-1(2H)-yl)benzoyl)-3-azaspiro[5.5]undecan-9-yl)methyl)piperazine-1-carboxylate